P(SCCCC)(OCCCC)[O-] dibutyl thiophosphite